6-(3-hydroxypropyl-oxy)coumarin OCCCOC=1C=C2C=CC(OC2=CC1)=O